3-(1'-((1-(3-chlorophenyl)-1H-pyrazol-4-yl)methyl)-6-oxo-6,8-dihydro-2H,7H-spiro[furo[2,3-e]isoindole-3,4'-piperidin]-7-yl)piperidine-2,6-dione ClC=1C=C(C=CC1)N1N=CC(=C1)CN1CCC2(CC1)COC1=C3CN(C(C3=CC=C12)=O)C1C(NC(CC1)=O)=O